C(C)(C)(C)OC(=O)N1CCC2(CC1)C(C=1C(=NC=CC1)O2)N[S@@](=O)C(C)(C)C 3-[[(S)-2-methylpropane-2-sulfinyl]amino]-3H-spiro[furo[2,3-b]pyridine-2,4'-piperidine]-1'-carboxylic acid tert-butyl ester